Cyclopropyl (2-amino-3-fluoro-4-(((5-(trifluoromethyl)pyridin-2-yl)methyl)amino)phenyl)carbamate NC1=C(C=CC(=C1F)NCC1=NC=C(C=C1)C(F)(F)F)NC(OC1CC1)=O